ClC1=CC(=C(C=C1)N1CCC(CC1)C=1C(=NNC1)C)F 4-[1-(4-chloro-2-fluorophenyl)piperidin-4-yl]-3-methyl-1H-pyrazol